C(CCC\C=C/C\C=C/C\C=C/C\C=C/CCCCC)(=O)OC[C@@H](OC(CCC\C=C/C\C=C/C\C=C/C\C=C/CCCCC)=O)COP(=O)(O)OCCN 1,2-di-arachidonoyl-sn-glycero-3-phosphoethanolamine